C(C)(=O)NCC1CCN(CC1)C(=O)OC(C)(C)C tert-butyl 4-(acetamidomethyl)piperidine-1-carboxylate